C12N(CCC2CC1)C=1C=2N(N=C(C1)C=1C(NC(NC1)=O)=O)C=CN2 5-(8-(2-azabicyclo[3.2.0]heptan-2-yl)imidazo[1,2-b]pyridazin-6-yl)pyrimidine-2,4(1H,3H)-dione